2-[5-(1-azidoethyl)thiophen-2-yl]-5-(difluoromethyl)-1,3,4-oxadiazole N(=[N+]=[N-])C(C)C1=CC=C(S1)C=1OC(=NN1)C(F)F